C(C)(=O)N1[C@H](CCC2=CC(=CC=C12)C=1C=C(C(=O)NCC=2N=C3N(C=C(N=C3N3CCOCC3)C=3C=NC(=NC3)N)C2)C=CC1)C (S)-3-(1-Acetyl-2-methyl-1,2,3,4-tetrahydroquinolin-6-yl)-N-((6-(2-aminopyrimidin-5-yl)-8-morpholinoimidazo[1,2-a]pyrazin-2-yl)methyl)benzamide